C(=C)N1C(OC(C1)(C)C)=O N-vinyl-5,5-dimethyl-oxazolidinone